(8-amino-2-(2-fluorophenoxy)-5-(pyrimidin-4-yl)-[1,2,4]triazolo[1,5-a]pyrazin-6-yl)benzonitrile NC=1C=2N(C(=C(N1)C1=C(C#N)C=CC=C1)C1=NC=NC=C1)N=C(N2)OC2=C(C=CC=C2)F